ethyl (Z)-3-(2-hydroxyethyl)-7-methylocta-2,6-dienoate OCC\C(=C/C(=O)OCC)\CCC=C(C)C